2-(3-Fluoro-4-nitrophenoxy)-1-(4-methoxyphenyl)ethan-1-one FC=1C=C(OCC(=O)C2=CC=C(C=C2)OC)C=CC1[N+](=O)[O-]